3-(3,4-Difluorophenyl)-6-ethyl-6-methyl-1,2,3,7-tetrahydropyrazolo[1,2-a]pyrazol-5-one FC=1C=C(C=CC1F)C1CCN2N1C(C(C2)(C)CC)=O